CC1(C(N(C2=C(O1)C(=CC=C2)C=2C=CC(=C(C(=O)NC1=CC=C(C=C1)F)C2)C(F)(F)F)C2=NC=CC=C2)=O)C 5-(2,2-dimethyl-3-oxo-4-(pyridin-2-yl)-3,4-dihydro-2H-benzo[b][1,4]oxazin-8-yl)-N-(4-fluorophenyl)-2-(trifluoromethyl)benzamide